N1(CCCCCC1)C=1N=C(C2=C(C=NNC2=O)N1)NC=1C=NC(=CC1)N1CCN(CC1)C(C(C)(C)O)=O 2-(Azepan-1-yl)-4-((6-(4-(2-hydroxy-2-methylpropanoyl)piperazin-1-yl)pyridin-3-yl)amino)pyrimido[4,5-d]pyridazin-5(6H)-on